BrC1=CC=C(N=N1)CN[C@H](C)C1=NC=CC=N1 (R)-N-((6-bromopyridazin-3-yl)methyl)-1-(pyrimidin-2-yl)ethane-1-amine